4-[1-(4-bromobut-2-ynyl)pyrazol-4-yl]-6-chloro-pyridazin-3-amine BrCC#CCN1N=CC(=C1)C1=C(N=NC(=C1)Cl)N